NC=1C=C(C=C(C1)C(F)(F)F)[C@@H](C)NC(=O)C1=NN(C(C=C1)=O)C1=C(C=CC=C1)S(=O)(=O)C (R)-N-(1-(3-amino-5-(trifluoromethyl)phenyl)ethyl)-1-(2-(methylsulfonyl)phenyl)-6-oxo-1,6-dihydropyridazine-3-carboxamide